4-bromo-N-(2-hydroxyethyl)-2-methylbenzenesulfonamide BrC1=CC(=C(C=C1)S(=O)(=O)NCCO)C